2-(benzyloxy)-4-fluorophenol C(C1=CC=CC=C1)OC1=C(C=CC(=C1)F)O